COCCOCCOCCOCCOCCOCCOCCOCCOCCC(=O)Cl 2,5,8,11,14,17,20,23,26-nonaoxaoctacosane-28-carbonyl chloride